C1(CC1)CN1C(NC2=NN(C(C(=C21)C=2C=NC(=CC2)C2CC2)=O)C2=CC1=CN(N=C1C=C2)C)=O 5-(cyclopropylmethyl)-4-(6-cyclopropylpyridin-3-yl)-2-(2-methyl-2H-indazol-5-yl)-2,7-dihydro-3H-imidazo[4,5-c]pyridazine-3,6(5H)-dione